NC1=C(C)C(=C(C=C1CC)CC)N 2,6-diamino-3,5-diethyl-toluene